FC(C1=C(CN2N=CC(=C2)C=2C(=NOC2C2=NC=CC=C2Cl)C(=O)N)C=CC(=C1)C(F)(F)F)(F)F 1-(2,4-bis(trifluoromethyl)benzyl)-1H-pyrazol-4-yl-5-(3-chloropyridin-2-yl)isoxazole-3-carboxamide